2,3-dimethylbutyl-phosphonic acid CC(CP(O)(O)=O)C(C)C